C(CNC(CCCCCCCCCCCCCCCCC)=O)NC(CCCCCCCCCCCCCCCCC)=O N,N'-ethylene-bis-stearamide